2-(bromomethyl)-5-cyclopropyl-oxazole BrCC=1OC(=CN1)C1CC1